3-(4-methoxyphenyl)imidazo[1,2-a]pyrazine COC1=CC=C(C=C1)C1=CN=C2N1C=CN=C2